N-(1-(2-(6-(trifluoromethyl)imidazo[1,2-a]pyridin-3-yl)pyrimidin-4-yl)piperidin-3-yl)acetamide FC(C=1C=CC=2N(C1)C(=CN2)C2=NC=CC(=N2)N2CC(CCC2)NC(C)=O)(F)F